Methyl 2-(4-(5-(4,4,5,5-tetramethyl-1,3,2-dioxaborolan-2-yl)pyridin-2-yl)piperazin-1-yl)acetate CC1(OB(OC1(C)C)C=1C=CC(=NC1)N1CCN(CC1)CC(=O)OC)C